4-[6-amino-2-(pyridin-3-ylamino)-9H-purin-9-yl]-N-(3-methoxyphenyl)cyclohexanecarboxamide NC1=C2N=CN(C2=NC(=N1)NC=1C=NC=CC1)C1CCC(CC1)C(=O)NC1=CC(=CC=C1)OC